OCC1=NC(=NC=C1)C=1C=NC(=NC1)NCCNC(OC(C)(C)C)=O tert-butyl (2-((4-(hydroxymethyl)-[2,5'-bipyrimidin]-2'-yl)amino)ethyl)carbamate